methyl 4-(3-((tert-butoxycarbonyl) amino)-3-(dimethylcarbamoyl) piperidin-1-yl)-3'-fluoro-[1,1'-biphenyl]-3-carboxylate C(C)(C)(C)OC(=O)NC1(CN(CCC1)C1=C(C=C(C=C1)C1=CC(=CC=C1)F)C(=O)OC)C(N(C)C)=O